C(CC)N 1-propylamine